2-(2-methoxy-4-hydroxyphenyl)benzofuran COC1=C(C=CC(=C1)O)C=1OC2=C(C1)C=CC=C2